(S)-2-amino-N-(1-(4-((1-methyl-1H-pyrazol-4-yl)ethynyl)-3-oxo-2-phenyl-2,3,7,8,9,10-hexahydrocyclohepta[de]isoquinolin-1-yl)ethyl)pyrazolo[1,5-a]pyrimidine-3-carboxamide NC1=NN2C(N=CC=C2)=C1C(=O)N[C@@H](C)C=1N(C(C=2C(=CC=C3C2C1CCCC3)C#CC=3C=NN(C3)C)=O)C3=CC=CC=C3